perfluorodecyl-trimethyloxysilane FC(O[Si](OC(F)(F)F)(OC(F)(F)F)C(C(C(C(C(C(C(C(C(C(F)(F)F)(F)F)(F)F)(F)F)(F)F)(F)F)(F)F)(F)F)(F)F)(F)F)(F)F